CO[Si](C1=CC=C(C=C1)C(C)Br)(OC)OC 4-Trimethoxysilyl-phenyl-bromoethane